dimethyl (S)-pyridinedicarboxylate N1=C(C(=CC=C1)C(=O)OC)C(=O)OC